6-Chloro-7-fluoro-1,4-dimethylquinoxaline-2,3(1H,4H)-dione ClC=1C=C2N(C(C(N(C2=CC1F)C)=O)=O)C